(S)-2-(3-(2-(3-fluoroazetidin-1-yl)ethyl)-5-methyl-6-oxopyridazine-1(6H)-yl)-4-methylpentanoic acid FC1CN(C1)CCC1=NN(C(C(=C1)C)=O)[C@H](C(=O)O)CC(C)C